[4-[2-(2,2-dimethylpropyl)triazol-4-yl]-3-fluoro-phenyl]-[4-(5-methyloxazolo[4,5-b]pyridin-2-yl)piperazin-1-yl]methanone CC(CN1N=CC(=N1)C1=C(C=C(C=C1)C(=O)N1CCN(CC1)C=1OC=2C(=NC(=CC2)C)N1)F)(C)C